FC1(C[C@@H](N(C1)C(=O)OC(C)(C)C)CO)F tert-butyl (2R)-4,4-difluoro-2-(hydroxymethyl)pyrrolidine-1-carboxylate